NC=1C2=C(N=CN1)N(C=C2)[C@H]2[C@@H]([C@@H]([C@@]1(C[C@H]21)CCC2=CC=C1C=CC(=NC1=C2)NC2CCC2)O)O (1R,2R,3S,4R,5S)-4-(4-Amino-7H-pyrrolo[2,3-d]pyrimidin-7-yl)-1-(2-(2-(cyclobutylamino)quinolin-7-yl)ethyl)bicyclo[3.1.0]hexane-2,3-diol